3-(3-oxo-3-piperazin-1-yl-propoxy)propionic acid methyl ester COC(CCOCCC(N1CCNCC1)=O)=O